C([O-])([O-])=O.N(CCO)CCO.[NH4+].[NH4+] ammonium (diethanolamine) carbonate